CCCCC/C=C\\C/C=C\\CCCCCCCC(=O)SCCNC(=O)CCNC(=O)[C@@H](C(C)(C)COP(=O)([O-])OP(=O)([O-])OC[C@@H]1[C@H]([C@H]([C@@H](O1)N2C=NC3=C(N=CN=C32)N)O)OP(=O)([O-])[O-])O The molecule is an octadecadienoyl-CoA(4-) resulting from the deprotonation of phosphate and diphosphate functions of linoleoyl-CoA. It is a conjugate base of a linoleoyl-CoA.